4-(5-(1-methyl-1H-1,2,3-triazol-4-yl)benzo[d]oxazol-2-yl)picolinic acid CN1N=NC(=C1)C=1C=CC2=C(N=C(O2)C2=CC(=NC=C2)C(=O)O)C1